4-chloro-2-[(2E,4E)-5-[(1R,2R,3S,6R)-3-hydroxy-1,2,3,6-tetramethylcyclohexyl]-3-methylpenta-2,4-dien-1-yl]-6-[(1E)-(hydroxyimino)methyl]-3-methoxy-5-methylphenol ClC1=C(C(=C(C(=C1C)/C=N/O)O)C\C=C(\C=C\[C@@]1([C@H]([C@@](CC[C@H]1C)(C)O)C)C)/C)OC